2-oxo-4-p-toluenesulfonyloxy-2,5-dihydro-1H-pyrrole-1-carboxylic acid tert-butyl ester C(C)(C)(C)OC(=O)N1C(C=C(C1)OS(=O)(=O)C1=CC=C(C)C=C1)=O